N1CC2(CCC1)NC(C=1N2C(C=CC1)=O)=O spiro[imidazo[1,5-a]pyridine-3,3'-piperidine]-1,5(2H)-dione